methyl (S)-2-(1-(6-(5-((3-(cyclopropylmethyl)-2-oxoimidazolidin-1-yl)methyl)-1-methyl-1H-1,2,3-triazol-4-yl)-2-methylpyridin-3-yl)-5,5-difluoropiperidin-3-yl)acetate C1(CC1)CN1C(N(CC1)CC1=C(N=NN1C)C1=CC=C(C(=N1)C)N1C[C@H](CC(C1)(F)F)CC(=O)OC)=O